FC(OC1=C(C=C(C=C1)OC1=CC(=CC=C1)CN1C[C@H](OCC1)CO)C1=NN(C=C1NC(=O)C=1C=NN2C1N=CC=C2)C)F |r| N-[3-[2-(difluoromethoxy)-5-[3-[[rac-(2S)-2-(hydroxymethyl)morpholin-4-yl]methyl]phenoxy]phenyl]-1-methyl-pyrazol-4-yl]pyrazolo[1,5-a]pyrimidine-3-carboxamide